bis(2,6-dimethoxybenzoyl)benzyloctylphosphine oxide COC1=C(C(=O)C(CCCCCCCP(CC2=CC=CC=C2)=O)C(C2=C(C=CC=C2OC)OC)=O)C(=CC=C1)OC